({(2-Methyl-6-{[(1S,2S)-2-(5-methylpyridin-2-yl)cyclopropyl]methoxy}pyrimidin-4-yl)[(5-methyl-1,3,4-thiadiazol-2-yl)methyl]carbamoyl}oxy)methyl 2-methoxybenzoate COC1=C(C(=O)OCOC(N(CC=2SC(=NN2)C)C2=NC(=NC(=C2)OC[C@@H]2[C@H](C2)C2=NC=C(C=C2)C)C)=O)C=CC=C1